7-((3aR,4R,6R,6aS)-6-(((tert-butyldiphenylsilyl)oxy)methyl)-2,2-dimethyltetrahydrothieno[3,4-d][1,3]dioxol-4-yl)-5-((trimethylsilyl)ethynyl)-7H-pyrrolo[2,3-d]pyrimidin-4-amine [Si](C1=CC=CC=C1)(C1=CC=CC=C1)(C(C)(C)C)OC[C@H]1S[C@H]([C@H]2[C@@H]1OC(O2)(C)C)N2C=C(C1=C2N=CN=C1N)C#C[Si](C)(C)C